BrC=1C=C(C=C(C1O)Br)C(=O)C1=NN(C2=CC=CC=C12)CC (3,5-dibromo-4-hydroxyphenyl)(1-ethyl-1H-indazol-3-yl)methanone